5-(2-(cyclopropanecarboxamido)benzo[d]Thiazol-6-yl)-2-methoxy-N-(1-(2-(trifluoromethoxy)phenyl)ethyl)nicotinamide C1(CC1)C(=O)NC=1SC2=C(N1)C=CC(=C2)C=2C=NC(=C(C(=O)NC(C)C1=C(C=CC=C1)OC(F)(F)F)C2)OC